N=1C=CN2C1C=CC(=C2)C=2C=CN1N=C(N=C(C12)OC)NC1CC(C1)(O)C (1s,3s)-3-((5-(imidazo[1,2-a]pyridin-6-yl)-4-methoxypyrrolo[2,1-f][1,2,4]triazin-2-yl)amino)-1-methylcyclobutan-1-ol